2-(1,3-dimethyl-1H-pyrazol-4-yl)-N-(5-(2-(3,3-dimethylazetidin-1-yl)acetamido)-2-methylpyridin-3-yl)-1H-pyrrolo[2,3-b]pyridine-5-carboxamide CN1N=C(C(=C1)C1=CC=2C(=NC=C(C2)C(=O)NC=2C(=NC=C(C2)NC(CN2CC(C2)(C)C)=O)C)N1)C